2,3-dimethoxy-4-methoxyphenyl-methanol COC1=C(C=CC(=C1OC)OC)CO